(R)-3-ethyl-5-fluoro-N-hydroxy-2-(((1R,3r,5S)-8-methyl-8-azabicyclo[3.2.1]octan-3-yl)methyl)-1,2,3,4-tetrahydroisoquinoline-7-carboxamide C(C)[C@H]1N(CC2=CC(=CC(=C2C1)F)C(=O)NO)CC1C[C@H]2CC[C@@H](C1)N2C